3-(4-bromophenyl)azetidine-1-carboxylic acid BrC1=CC=C(C=C1)C1CN(C1)C(=O)O